3-(4-Cyclopropyl-6-methoxypyrimidin-5-yl)-5-(2-fluoro-4-(1-methyl-4-(trifluoromethyl)-1H-imidazol-2-yl)phenyl)-1-methyl-4,5,6,7-tetrahydro-1H-pyrazolo[4,3-c]pyridine C1(CC1)C1=NC=NC(=C1C1=NN(C2=C1CN(CC2)C2=C(C=C(C=C2)C=2N(C=C(N2)C(F)(F)F)C)F)C)OC